ethyl 6-fluoro-7-[(2R)-2-(hydroxymethyl)pyrrolidin-1-yl]-1-[4-[(4-methoxyphenyl)methoxy]phenyl]-4-oxoquinoline-3-carboxylate FC=1C=C2C(C(=CN(C2=CC1N1[C@H](CCC1)CO)C1=CC=C(C=C1)OCC1=CC=C(C=C1)OC)C(=O)OCC)=O